C(C1=CC=CC=C1)(=O)N1C(N(C=C(C1=O)F)[C@@H]1O[C@]([C@H](C1)O[Si](C)(C)C(C)(C)C)(C1CC1)CO[Si](C)(C)C(C)(C)C)=O 3-benzoyl-1-[(2R,4S,5R)-4-[(tert-butyldimethylsilyl)oxy]-5-{[(tert-butyldimethylsilyl)oxy]methyl}-5-cyclopropyloxolan-2-yl]-5-fluoropyrimidine-2,4-dione